NC=1C=C(C=C(C1N)C)C1=CC(=CC=C1)C(=O)NCC1=CC=CC=C1 3',4'-diamino-N-benzyl-5'-methyl-[1,1'-biphenyl]-3-carboxamide